C(C(C)C)N1N=CC(=C1)C=1C(=NC(=NC1)NC1=C(C=CC=C1)C(C)C)NC1=CC=C2CCNCC2=C1 (1-isobutyl-1H-pyrazol-4-yl)-N2-(2-isopropylphenyl)-N4-(1,2,3,4-tetrahydroisoquinolin-7-yl)pyrimidine-2,4-diamine